FC(C(=O)O)(F)F.N1(CCNCC1)C1=NC=C(C=C1C1=NOC=N1)C(F)(F)F 3-(2-(piperazin-1-yl)-5-(trifluoromethyl)pyridin-3-yl)-1,2,4-oxadiazole trifluoroacetate